CN1N=CC=2C1=NC=C(C2)C(CC(=O)O)N2N=CC1=CC(=CC=C21)OCCC2=NC=1NCCCC1C=C2 3-(1-methyl-1H-pyrazolo[3,4-b]pyridin-5-yl)-3-(5-(2-(5,6,7,8-tetrahydro-1,8-naphthyridin-2-yl)ethoxy)-1H-indazol-1-yl)propionic acid